ClC1=CC=C(C=C1)C1=C(CCC(C1)(C)C)CN1CCN(CC1)C1=CC=C(C=C1)S(=O)(=O)NC(=O)C1=NC(=C(C=C1)F)C=1C=NN(C1)C N-[4-[4-[[2-(4-chlorophenyl)-4,4-dimethylcyclohexen-1-yl]methyl]piperazin-1-yl]phenyl]sulfonyl-5-fluoro-6-(1-methyl-1H-pyrazol-4-yl)pyridine-2-carboxamide